FC=1C=C(C(=CC1)N)NCCF 4-fluoro-N2-(2-fluoroethyl)benzene-1,2-diamine